2,2-Difluoro-3-((1S,3R)-1-(5-((1-(3-fluoropropyl)azetidin-3-yl)oxy)thiophen-2-yl)-3-methyl-1,3,4,9-tetrahydro-2H-pyrido[3,4-b]indol-2-yl)propan-1-ol FC(CO)(CN1[C@@H](C=2NC3=CC=CC=C3C2C[C@H]1C)C=1SC(=CC1)OC1CN(C1)CCCF)F